CC1NC(CNC1)C 2,6-dimethylpiperazin